tert-butyl 4-[3-[3-[[4-[[(7R)-8-cyclopentyl-7-ethyl-5-methyl-6-oxo-7H-pteridin-2-yl]amino]-3-methoxy-benzoyl]amino]propoxy]propoxy]piperidine-1-carboxylate C1(CCCC1)N1[C@@H](C(N(C=2C=NC(=NC12)NC1=C(C=C(C(=O)NCCCOCCCOC2CCN(CC2)C(=O)OC(C)(C)C)C=C1)OC)C)=O)CC